7-(3-carboxyazetidin-1-yl)-3-(benzimidazol-2-yl)coumarin C(=O)(O)C1CN(C1)C1=CC=C2C=C(C(OC2=C1)=O)C=1NC2=C(N1)C=CC=C2